ClC=1C=CC(=C(C1)C1=CC(=C(N=N1)C)NC1=CC(=NC=C1)NC(=O)CN1CCN(CC1)CCN(C(OC)=O)C)F methyl N-[2-(4-{[(4-{[6-(5-chloro-2-fluorophenyl)-3-methylpyridazin-4-yl]amino}pyridin-2-yl)carbamoyl]methyl}piperazin-1-yl)ethyl]-N-methylcarbamate